[N+](=[N-])=CC(CC[C@@H](C(=O)OCOC(C(C)(C)C)=O)NC([C@H](C)OC)=O)=O (pivaloyloxy)methyl (S)-6-diazo-2-((S)-2-methoxypropanamido)-5-oxohexanoate